p-(2-iodoacetamido)-L-phenylalanine ICC(=O)NC1=CC=C(C[C@H](N)C(=O)O)C=C1